2,2,3,3,4,4,5,5,5-nonafluoro-1-pentanoate FC(C(=O)[O-])(C(C(C(F)(F)F)(F)F)(F)F)F